5-(4-chloro-2-fluorophenyl)-2,3-dimethyl-7-((2R,6S)-2-methyl-6-(3-thiophenyl)-4-morpholinyl)pyrido[4,3-d]pyrimidin-4(3H)-one ClC1=CC(=C(C=C1)C1=NC(=CC=2N=C(N(C(C21)=O)C)C)N2C[C@H](O[C@H](C2)C2=CSC=C2)C)F